COC1=C(C=CC(=C1)OC)C(CC)=O 1-(2,4-dimethoxyphenyl)-1-propanone